CC(CCCNC(=O)C=1C(=NC(=CC1C)N1CCOCC1)SCC)(C)C N-(4,4-Dimethyl-pentyl)-2-ethylsulfanyl-4-methyl-6-morpholin-4-yl-pyridine-3-carboxylic acid amide